[Cl-].ClC=CC chloropropene chloride